azonanium [NH2+]1CCCCCCCC1